BrC=1C=NC=CC1C(=NO)N[C@@H](CCl)CC1=CC=C(C=C1)C |r| 3-bromo-N-[(2RS)-1-chloro-3-(4-methylphenyl)propan-2-yl]-N'-hydroxy-pyridine-4-carboxamidine